methyl 2,6-difluoro-3-methylbenzoate FC1=C(C(=O)OC)C(=CC=C1C)F